2-(dibutylamino) ethyl methacrylate CCCCN(CCCC)CCOC(=O)C(=C)C